(2S)-2-chloropropanoic acid Cl[C@H](C(=O)O)C